C1(CCC1)OC1=CC(=NC2=CC=C(C=C12)N1CCC2(CC(C2)=CC=2C(=NOC2C2CC2)C2=C(C=NC=C2Cl)Cl)CC1)C(=O)O 4-cyclobutoxy-6-(2-((5-cyclopropyl-3-(3,5-dichloropyridin-4-yl)isoxazol-4-yl)methylene)-7-azaspiro[3.5]non-7-yl)quinoline-2-carboxylic acid